[4-(PIPERAZIN-1-YLMETHYL)PHENYL]BORONIC ACID DIHYDROCHLORIDE Cl.Cl.N1(CCNCC1)CC1=CC=C(C=C1)B(O)O